(S)-tert-butyl 4-((trans)-4-(4-amino-5-(4-phenoxyphenyl)pyrrolo[2,1-f][1,2,4]triazin-7-yl)cyclohexyl)-2-methylpiperazine-1-carboxylate NC1=NC=NN2C1=C(C=C2[C@@H]2CC[C@H](CC2)N2C[C@@H](N(CC2)C(=O)OC(C)(C)C)C)C2=CC=C(C=C2)OC2=CC=CC=C2